{6-[(2-methyl-6-{2-oxa-7-azaspiro[3.5]nonan-7-yl}pyridin-3-yl)amino]spiro[3.3]heptan-2-yl}carbamic acid tert-butyl ester C(C)(C)(C)OC(NC1CC2(C1)CC(C2)NC=2C(=NC(=CC2)N2CCC1(COC1)CC2)C)=O